2-[[6-methoxy-4-(1-methylethyl)-1,1-dioxo-3-oxo-1,2-benzisothiazol-2(3H)-yl]methoxy]-9-[2-(1-piperidinyl)piperidinyl]-4H-pyrido[1,2-a]pyrimidin-4-one COC1=CC2=C(C(N(S2(=O)=O)COC=2N=C3N(C(C2)=O)C=CC=C3N3C(CCCC3)N3CCCCC3)=O)C(=C1)C(C)C